OCCOCCOC(C)O [2-(2-hydroxyethoxy)ethoxy]ethanol